C(C1=CC=CC=C1)OCCCCCC(CCCCCCCCCCOCC1=CC=CC=C1)O 1,16-bis(benzyloxy)hexadecan-6-ol